4-(4-cyclopropyl-1H-imidazol-1-yl)-5-fluorobenzofuran-2-carboxylic acid C1(CC1)C=1N=CN(C1)C1=C(C=CC2=C1C=C(O2)C(=O)O)F